IC=1C=C(C=CC1)C(C=C(SC)SC)=O 1-(3-iodophenyl)-3,3-di(methylthio)prop-2-en-1-one